CO[Si](C1=CC=C(C2=CC=CC=C12)C=C)(OC)OC trimethoxy(4-vinylnaphthyl)silane